phospho-cyclohexane P(=O)(=O)C1CCCCC1